NC1=C(C=C(C=C1)C=1C=C(C=2N=C(N=CC2N1)NC1CCC(CC1)NC(OC(C)(C)C)=O)C)F tert-Butyl N-[4-[[6-(4-amino-3-fluoro-phenyl)-8-methyl-pyrido[3,2-d]pyrimidin-2-yl]amino]cyclohexyl]carbamate